FC(C1=NN(C=N1)C1CC2(CN(C2)C(=O)N2CC3(C2)CC(C3)CC3=NNC(=N3)C(F)(F)F)C1)(F)F [6-[3-(trifluoromethyl)-1,2,4-triazol-1-yl]-2-azaspiro[3.3]heptan-2-yl]-[6-[[5-(trifluoromethyl)-1H-1,2,4-triazol-3-yl]methyl]-2-azaspiro[3.3]heptan-2-yl]methanone